C(C)C(C(=O)O)(O)C1=CC=C(C=C1)N.OCC(=O)O 2-hydroxyacetate (Ethyl-2-(4-aminophenyl) 2-hydroxyacetate)